tert-butyl (R)-(1-(6-(3-cyanooxetan-3-yl)pyridin-3-yl)piperidin-3-yl)(cyclobutylmethyl)carbamate C(#N)C1(COC1)C1=CC=C(C=N1)N1C[C@@H](CCC1)N(C(OC(C)(C)C)=O)CC1CCC1